2-{[2-(morpholin-4-yl)-8-(trifluoromethyl)pyrazolo[1,5-a][1,3,5]triazin-4-yl]amino}acetohydrazide N1(CCOCC1)C1=NC=2N(C(=N1)NCC(=O)NN)N=CC2C(F)(F)F